(5S,8aR)-3-chloro-1-(1-methanesulfonyl-1-methyl-ethyl)-5-methyl-5,6,8a,9-tetrahydro-8H-7,10-dioxa-2,4,4b-triazaphenanthrene ClC=1N=C(C=2OC[C@H]3COC[C@@H](N3C2N1)C)C(C)(C)S(=O)(=O)C